BrC1=CC(=C(C(=O)O)C=C1)C1=CCC2(CC2)CC1 4-bromo-2-(spiro[2.5]oct-5-en-6-yl)benzoic acid